spiro[2.5]oct-4-en-6-one C1CC12C=CC(CC2)=O